isononyl neopentanoate C(C(C)(C)C)(=O)OCCCCCCC(C)C